4-(benzo[d]thiazol-2-yl)-1-(3-(trimethylammonio)propyl)pyridin-1-ium S1C(=NC2=C1C=CC=C2)C2=CC=[N+](C=C2)CCC[N+](C)(C)C